NC=1N=C(C2=C(N1)C=NN2CC=2C=C(C(=O)N1CC(NCC1)=O)C=CC2OC)NCC2CC1(CC1)C2 4-[3-({5-amino-7-[({spiro-[2.3]hexan-5-yl}methyl)-amino]-1H-pyrazolo[4,3-d]pyrimidin-1-yl}methyl)-4-methoxybenzoyl]piperazin-2-one